(azido)cobalt (III) nitrotetrazolate [N+](=O)([O-])N1N=NN=C1C(=O)[O-].N(=[N+]=[N-])[Co+2].[N+](=O)([O-])N1N=NN=C1C(=O)[O-]